(2S,4R)-1-((S)-3,3-dimethyl-2-(2-(methylamino)acetamido)butanoyl)-4-hydroxy-N-((S)-1-(4-(4-methylthiazol-5-yl)phenyl)ethyl)pyrrolidine-2-carboxamide CC([C@@H](C(=O)N1[C@@H](C[C@H](C1)O)C(=O)N[C@@H](C)C1=CC=C(C=C1)C1=C(N=CS1)C)NC(CNC)=O)(C)C